3-chloro-7-((2S,4S)-2-(1-cyclopropyl-1H-pyrazol-4-yl)tetrahydro-2H-pyran-4-yl)-2-methyl-9-(2,4,5-trifluorophenyl)-4H-pyrazino[1,2-a]pyrimidin-4-one ClC1=C(N=C2N(C1=O)C=C(N=C2C2=C(C=C(C(=C2)F)F)F)[C@@H]2C[C@H](OCC2)C=2C=NN(C2)C2CC2)C